methyl-2-(3-methyl-4-((4-(methylamino)-5-(trifluoromethyl)pyrimidin-2-yl)amino)-1H-pyrazol-1-yl)propanamide CC(C(=O)N)(C)N1N=C(C(=C1)NC1=NC=C(C(=N1)NC)C(F)(F)F)C